CC1=CC=2CC3(N(C(C2C=C1)=O)CCN3C3=CC=CC=C3)C(F)(F)F 8-Methyl-1-phenyl-10a-(trifluoromethyl)-2,3,10,10a-tetrahydroimidazo[1,2-b]isoquinolin-5(1H)-one